L-alanine 1-cyclohexylethyl ester hydrochloride Cl.C1(CCCCC1)C(C)OC([C@@H](N)C)=O